BrC=1C=C(C=CC1)C1CN(CC2=C(C=C(C=C12)Cl)Cl)C 4-(3-bromophenyl)-6,8-dichloro-2-methyl-3,4-dihydro-1H-isoquinoline